O[C@H]1CC[C@@]2([C@H]3CC[C@@]4([C@H](CC[C@H]4[C@@H]3CC=C2C1)[C@@H](CCC(=O)N1OCCCC1)C)C)C (R)-4-((3S,8S,9S,10R,13R,14S,17R)-3-hydroxy-10,13-dimethyl-2,3,4,7,8,9,10,11,12,13,14,15,16,17-tetradecahydro-1H-cyclopenta[a]phenanthren-17-yl)-1-(1,2-oxazinan-2-yl)pentan-1-one